N-(5-(4-(4-cyanophenyl)piperidine-1-carbonyl)-2-methylphenyl)-1H-imidazole-1-thiocarboxamide C(#N)C1=CC=C(C=C1)C1CCN(CC1)C(=O)C=1C=CC(=C(C1)NC(=S)N1C=NC=C1)C